14-hydroxy-4,6,8,10,12-pentamethylpentadecyl propoxymethyl ether C(CC)OCOCCCC(CC(CC(CC(CC(CC(C)O)C)C)C)C)C